(S)-N-(4-(4-aminopyrazolo[1,5-a]pyrazin-3-yl)-2-(1-(4-fluorophenyl)ethoxy)phenyl)-1,1-difluoromethanesulfonamide NC=1C=2N(C=CN1)N=CC2C2=CC(=C(C=C2)NS(=O)(=O)C(F)F)O[C@@H](C)C2=CC=C(C=C2)F